C1(CCC1)C1=CC(=C(C(=O)OC)C=C1)C methyl 4-cyclobutyl-2-methylbenzoate